rac-N-((4R,5S)-4-(3-aminophenyl)-7-ethyl-3-methyl-6-oxo-1-phenyl-4,5,6,7-tetrahydro-1H-pyrazolo[3,4-b]pyridin-5-yl)-4-(trifluoromethyl)pyrimidine-2-carboxamide NC=1C=C(C=CC1)[C@@H]1C2=C(N(C([C@H]1NC(=O)C1=NC=CC(=N1)C(F)(F)F)=O)CC)N(N=C2C)C2=CC=CC=C2 |r|